ONC(=O)C1(CCOCC1)NS(=O)(=O)C1=CC=C(C=C1)OC1=CC=C(C=C1)Cl 4-[4-(4-chloro-phenoxy)-benzenesulfonylamino]-tetrahydro-pyran-4-carboxylic acid hydroxyamide